FC=1C=C2C(=C3C=4CCCCC4C(=NC13)C1=CC3=C(N=C(S3)N)C=C1)C=NN2 6-(5-fluoro-8,9,10,11-tetrahydro-3H-pyrazolo[4,3-a]phenanthridin-7-yl)benzo[d]thiazol-2-amine